FC1=C(C[C@@H](C(C)N)CC)C=CC(=C1)F (3S)-3-(2,4-difluorobenzyl)pentan-2-amine